4-(2-(3-(dimethylamino)propyl)-6-(3-trifluoromethylphenyl)-2H-indazol-3-yl)-3,6-dihydropyridine-1(2H)-carboxylic acid tert-butyl ester C(C)(C)(C)OC(=O)N1CCC(=CC1)C=1N(N=C2C=C(C=CC12)C1=CC(=CC=C1)C(F)(F)F)CCCN(C)C